ethylen glycol C(CO)O